NC=1C2=C(C(NN1)=O)N(N=C2C2=CC=C(CNC(C1=C(C=CC(=C1)F)OC)=O)C=C2)C2CN(CCC2)C(CO)=O N-(4-(4-amino-1-(1-(2-hydroxyacetyl)piperidin-3-yl)-7-oxo-6,7-dihydro-1H-pyrazolo[3,4-d]pyridazin-3-yl)benzyl)-5-fluoro-2-methoxybenzamide